5-(4-Amino-5-(trifluoromethyl)pyrrolo[2,1-f][1,2,4]triazin-7-yl)-2-methyl-N-(1-(2,2,2-trifluoro-1-phenylethyl)-1H-pyrazol-3-yl)nicotinamid NC1=NC=NN2C1=C(C=C2C=2C=NC(=C(C(=O)NC1=NN(C=C1)C(C(F)(F)F)C1=CC=CC=C1)C2)C)C(F)(F)F